4-[1-[1-(3-azaspiro[5.5]undecan-9-ylmethyl)-4-piperidyl]pyrazol-4-yl]-11-(2,6-dichlorophenyl)-13-ethyl-5,7,11,13-tetrazatricyclo[7.4.0.02,6]trideca-1(9),2(6),3,7-tetraene-10,12-dione C1CNCCC12CCC(CC2)CN2CCC(CC2)N2N=CC(=C2)C2=CC=1C=3N(C(N(C(C3C=NC1N2)=O)C2=C(C=CC=C2Cl)Cl)=O)CC